COC=1C=C(N(C)CCOC)C=C(C1)[N+](=O)[O-] 3-methoxy-N-(2-methoxyethyl)-N-methyl-5-nitro-aniline